OC1=C(C=CC=C1)NC [(2-hydroxyphenyl)amino]methane